FC1=CC=C(C(=O)N(C)CC=2N=NN(C2)[C@H](CC2=CC3=CC=CC=C3C=C2)CC(=O)NO)C=C1 (R)-4-fluoro-N-((1-(4-(hydroxyamino)-1-(naphthalen-2-yl)-4-oxobutan-2-yl)-1H-1,2,3-triazol-4-yl)methyl)-N-methylbenzamide